NC1=NC=CC=C1C1=NC=2C(=NC=CC2)N1C1=CC=C(CN2CCC(CC2)N(C2=NC(=NC=C2)C#N)C)C=C1 4-((1-(4-(2-(2-Aminopyridin-3-yl)-3H-imidazo[4,5-b]pyridin-3-yl)benzyl)piperidin-4-yl)(methyl)amino)pyrimidine-2-carbonitrile